FC(OC=1C=C(C=CC1)NC(C=C)=O)(F)F N-(3-(trifluoromethoxy)phenyl)acrylamide